COC(CCCCCCCCCCCOC[C@H]1OC[C@@H]([C@H]([C@@H]1OCCC(=O)OC(C)(C)C)OCCC(=O)OC(C)(C)C)OCCC(=O)OC(C)(C)C)=O tri-tert-butyl 3,3',3''-(((2R,3R,4R,5S)-2-(((12-methoxy-12-oxododecyl)oxy)methyl)tetrahydro-2H-pyran-3,4,5-triyl)tris(oxy))tripropionate